The molecule is a butenolide that is furan-2(5H)-one substituted by a 3,5-dihydroxyphenyl group at position 3 and a 3,4-dihydroxybenzyl group at position 4. It has been isolated from Penicillium species. It has a role as a Penicillium metabolite. It is a butenolide and a polyphenol. C1C(=C(C(=O)O1)C2=CC(=CC(=C2)O)O)CC3=CC(=C(C=C3)O)O